C(C)(C)(C)C1C2(CC2(CN1C(=O)OC1CCC(CC1)C1CCC(CC1)CCC)COC=1C=C2C(NCC2=CC1)=O)C1=CC=C(C=C1)OC 4-(4'-propylcyclohexyl)cyclohexanol (+/-)-tert-Butyl-1-(4-Methoxyphenyl)-5-{[(3-oxoisoindolin-5-yl)oxy]methyl}-3-azabicyclo[3.1.0]hexane-3-carboxylate